FC(C(=O)O)(F)F.C1(=CC=CC=C1)C1CN(C1)C1=NC=CC(=N1)C1=NC=CC(=N1)C#CC=1C=C2C=NNC2=CC1 5-((2'-(3-Phenylazetidin-1-yl)-[2,4'-bipyrimidin]-4-yl)ethynyl)-1H-indazole trifluoroacetate